FC=1C=C2C(OC(C2=CC1)=CC1=CC=NC=C1)=O 4-((5-fluoro-3-oxoisobenzofuran-1(3H)-ylidene)methyl)pyridine